(morpholinomethyl)benzoate O1CCN(CC1)COC(C1=CC=CC=C1)=O